4-(7-((1S,3R)-3-aminocyclopentyl)-4-((1-methyl-1H-pyrazol-4-yl)oxy)-7H-pyrrolo[2,3-d]pyrimidin-5-yl)-2-fluorobenzonitrile N[C@H]1C[C@H](CC1)N1C=C(C2=C1N=CN=C2OC=2C=NN(C2)C)C2=CC(=C(C#N)C=C2)F